1-[3-(2-pyridyl)-pyrazin-2-yl]-ethanamine N1=C(C=CC=C1)C=1C(=NC=CN1)C(C)N